FC(F)(F)N1CCNC2=CC=CC=C12 (trifluoromethyl)-1,2,3,4-tetrahydroquinoxaline